OC1=CC=C(C=C1)C(CCC(=O)O)(C)C1=CC=C(C=C1)O C4,4-bis(4-hydroxyphenyl)pentanoic acid